C(C=C)(=O)NC1=CC=C(C(=O)NC2=CC(=CC=C2)NC2=NNC(=C2)CC)C=C1 4-acrylamido-N-(3-((5-ethyl-1H-pyrazol-3-yl)amino)phenyl)benzamide